N-[1-(1-cyclopropyl-1H-tetrazol-5-yl)piperidin-4-yl]-4-(furo[3,2-c]pyridin-4-yl)benzamide C1(CC1)N1N=NN=C1N1CCC(CC1)NC(C1=CC=C(C=C1)C1=NC=CC2=C1C=CO2)=O